[Si](C)(C)(C(C)(C)C)O[C@@H]([C@H](CC=1SC=2C(N1)=C(C=C(C2)OCC)C(=O)OCC)OC2CCCC2)C2=CC(=C(C=C2)C)OC ethyl 2-[(2S,3R)-3-[tert-butyl (dimethyl) silyl] oxy-2-(cyclopentoxy)-3-(3-methoxy-4-methyl-phenyl) propyl]-6-ethoxy-1,3-benzothiazole-4-carboxylate